1-(4-methyl-1-piperazinyl)-2-butanol CN1CCN(CC1)CC(CC)O